NC1=CC(=NC=C1C(=O)OC)C(C)(F)F methyl 4-amino-6-(1,1-difluoroethyl)nicotinate